FC(C1=NC(=NO1)C1=CC=C(CN(C(OC)=O)C2=CC(=CC=C2)C(F)(F)F)C=C1)(F)F Methyl (4-(5-(trifluoromethyl)-1,2,4-oxadiazol-3-yl)benzyl)(3-(trifluoromethyl)phenyl)carbamate